6-(2,4-difluorobenzyl)-3-(3-cyanobenzyl)-1,2,3,4,6,8,9,10-octahydro-5H-pyrido[3,4-e]pyrimido[1,2-a]pyrimidin-5-one FC1=C(CN2C=3N(C4=C(C2=O)CN(CC4)CC4=CC(=CC=C4)C#N)CCCN3)C=CC(=C1)F